C(C)(C)(C)C1=CC2=C(N=C(S2)N)C=C1 6-tertiary butyl-2-benzothiazoleamine